O1C(=NC2=C1C=CC=C2)N(CCOC=2C=C(C=C1CCN(C(C21)=O)CC2=CC(=CC=C2)C(F)(F)F)OC)C 8-{2-[benzo[d]oxazol-2-yl-(methylamino)]ethoxy}-6-methoxy-2-(3-trifluoromethyl-benzyl)-3,4-dihydroisoquinolin-1(2H)-one